C(CC=C)C=C ethylenediethylene